C(C)(C)(C)N(C(O)=O)C1=CC=CC=2C=3N(CCN(C21)C)C=NN3.O(C3=CC=CC=C3)C3=CC2=C(C1=CC=CC=C1C(=C2C=C3)OCC(C)C)OCC(C)C 2-phenoxy-9,10-di(isobutoxy)anthracene tert-butyl-(7-methyl-6,7-dihydro-5H-benzo[f][1,2,4]triazolo[4,3-d][1,4]diazepin-8-yl)carbamate